N-[2,5-difluoro-4-({6-methoxy-7-[2-(methylamino)ethoxy]quinolin-4-yl}oxy)-phenyl]-4-propoxypyridine-3-carboxamide FC1=C(C=C(C(=C1)OC1=CC=NC2=CC(=C(C=C12)OC)OCCNC)F)NC(=O)C=1C=NC=CC1OCCC